NC1=CC=C(C(=O)OCC2=CC=CC=C2)C=C1 benzyl 4-aminobenzoate